FC=1C=C(C=C(C1CN1CC(NCC1)=O)OC)C=1C(=C(C=CC1)C1=C(C(=CC=C1)NC(=O)C=1C(N(C(NC1)=O)C)=O)C)C N-(3''-fluoro-5''-methoxy-2,2'-dimethyl-4''-((3-oxopiperazin-1-yl)methyl)-[1,1':3',1''-terphenyl]-3-yl)-3-methyl-2,4-dioxo-1,2,3,4-tetrahydropyrimidine-5-carboxamide